4-Fluoro-1-(1-methyl-1H-indazole-5-carbonyl)-N-{phenyl-[4-(propan-2-yl)phenyl]methyl}pyrrolidine-2-carboxamide FC1CC(N(C1)C(=O)C=1C=C2C=NN(C2=CC1)C)C(=O)NC(C1=CC=C(C=C1)C(C)C)C1=CC=CC=C1